CS(=O)(=O)OCC1CCN(CC1)S(=O)(=O)C 4-(Methanesulphonyl-oxymethyl)-1-methanesulphonyl-piperidine